FC1=CC=C(S1)CC[C@@]1(CN(CC1)C(C)(C)C=1C=NC(=CC1)C)CNS(=O)(=O)NC1=C(C=C(C=C1)Cl)Cl |o1:8| (R or S)-((3-(2-(5-fluorothiophen-2-yl)ethyl)-1-(2-(6-methylpyridin-3-yl)propan-2-yl)pyrrolidin-3-yl)methyl)sulfamoyl-2,4-dichlorophenyl-amine